FC1(C(C1)C1=CC=CC(=N1)C(=O)NC=1C(=C(C=2N(C1)C=C(N2)C2CCN(CC2)S(=O)(=O)C2CCN(CC2)C(=O)OC(C)(C)C)F)C(C)(C)O)F tert-butyl 4-((4-(6-(6-(2,2-difluorocyclopropyl)pyridineamido)-8-fluoro-7-(2-hydroxypropane-2-yl)imidazo[1,2-a]pyridin-2-yl)piperidin-1-yl)sulfonyl)piperidine-1-carboxylate